CC(C(=O)OCN1C(=NNC1=O)Br)(C)C (3-bromo-5-oxo-1H-1,2,4-triazol-4-yl)methyl 2,2-dimethylpropanoate